N,N,2,4-tetramethyl-1H-pyrrole-3-carboxamide CN(C(=O)C1=C(NC=C1C)C)C